tert-butyl (7R)-7-[2-(6-hydroxy-2,7-dimethyl-indazol-5-yl)-4-methyl-5-oxo-pyrido[4,3-d]pyrimidin-6-yl]-4-azaspiro[2.5]octane-4-carboxylate OC=1C(=CC2=CN(N=C2C1C)C)C=1N=C(C2=C(N1)C=CN(C2=O)[C@@H]2CCN(C1(CC1)C2)C(=O)OC(C)(C)C)C